(S)-5-(2-methylmorpholino)pyrazolo[1,5-a]pyrimidine-3-carboxylic acid C[C@@H]1OCCN(C1)C1=NC=2N(C=C1)N=CC2C(=O)O